S(=S)(=O)OC methyl thiosulfonate